CC1=NN2C(N(C([C@H](CC2)NC(=O)C2=NN(C=N2)[C@H](C)C2=CC=CC=C2)=O)C)=C1 N-((S)-2,4-Dimethyl-5-oxo-5,6,7,8-tetrahydro-4H-pyrazolo[1,5-a][1,3]diazepin-6-yl)-1-((R)-1-phenylethyl)-1H-1,2,4-triazol-3-carboxamid